C(C)OC=1C(=NC(=C(C1)N1[C@@H](CN(CC1)C(=O)N1[C@H](CCC1)C(F)(F)F)CC)C(=O)N[C@H]1CNCC1)C=1C=NC=CC1 ethoxy-5-[(2R)-2-ethyl-4-[(2R)-2-(trifluoromethyl)pyrrolidine-1-carbonyl]piperazin-1-yl]-N-[(3R)-pyrrolidin-3-yl]-[2,3'-bipyridine]-6-carboxamide